(R)-5-chloro-4-(cyclopentylmethoxy)-2-fluoro-N-((4-(pyrrolidin-3-yloxy)piperidin-1-yl)sulfonyl)benzamide ClC=1C(=CC(=C(C(=O)NS(=O)(=O)N2CCC(CC2)O[C@H]2CNCC2)C1)F)OCC1CCCC1